NCC(=O)N1[C@@H](CN(CC1)C1=NC=C(C=N1)C1=CC=C2C(=N1)N(C(C2=O)(C)C)CC=2C(=NC=CC2)C#N)C 3-[[6-[2-[(3R)-4-(2-aminoacetyl)-3-methyl-piperazin-1-yl]pyrimidin-5-yl]-2,2-dimethyl-3-oxo-pyrrolo[2,3-b]pyridin-1-yl]methyl]pyridine-2-carbonitrile